S(N)(=O)(=O)NCCCC1=NC(=NC2=CC(=C(C=C12)OC)OC)N1CCC1 (3-sulfamoylaminopropyl)azetidin-1-yl-6,7-dimethoxyquinazoline